(23S,41S)-41-(((benzyloxy)carbonyl)amino)-23-(tert-butoxycarbonyl)-2,2-dimethyl-4,21,26,35-tetraoxo-3,30,33-trioxa-22,27,36-triazadotetracontan-42-oic acid C(C1=CC=CC=C1)OC(=O)N[C@@H](CCCCNC(COCCOCCNC(CC[C@H](NC(CCCCCCCCCCCCCCCCC(OC(C)(C)C)=O)=O)C(=O)OC(C)(C)C)=O)=O)C(=O)O